2,2-bis(3,4-epoxycyclohexyl)butane C1(CC2C(CC1)O2)C(C)(CC)C2CC1C(CC2)O1